tert-butyl 2-(4-(2,2,2-trifluoroethyl)piperazin-1-carbonyl)pyrazolidin-1-carboxylate FC(CN1CCN(CC1)C(=O)N1N(CCC1)C(=O)OC(C)(C)C)(F)F